C(C1=CC=CC=C1)(=O)[C@H]1[C@@H](C1)C(\C=C(\C1=CC=CC=C1)/NS(=O)(=O)C1=CC=C(C=C1)C)=O N-((Z)-3-((1R,2R)-2-benzoylcyclopropyl)-3-oxo-1-phenylprop-1-en-1-yl)-4-methylbenzenesulfonamide